3-(6-((S)-2-methylmorpholino)-1H-benzo[d]imidazol-2-yl)-4-(((S*)-1-(pyrimidin-2-yl)-ethyl)amino)quinolin-2(1H)-one C[C@@H]1OCCN(C1)C=1C=CC2=C(NC(=N2)C=2C(NC3=CC=CC=C3C2N[C@@H](C)C2=NC=CC=N2)=O)C1 |o1:26|